C1(=CC=CC=C1)C(C1=CC=C(C=C1)C)(C1=CC=CC=C1)NCCCC[C@@H](C(=O)O)NC(=O)OCC1C2=CC=CC=C2C=2C=CC=CC12 (2S)-6-[[diphenyl(p-tolyl)methyl]amino]-2-(9H-fluoren-9-ylmethoxycarbonylamino)hexanoic acid